(6-(3-(tert-butylamino)pyrrolidin-1-yl)pyridazin-3-yl)-7-ethoxy-2-methylimidazo[1,2-a]pyridine-6-carboxamide C(C)(C)(C)NC1CN(CC1)C1=CC=C(N=N1)C1=C(N=C2N1C=C(C(=C2)OCC)C(=O)N)C